C(C)OC1=C(C(=O)NN)C=C(C(=C1)C(=O)NN)OCC 2,5-diethoxy-terephthalhydrazide